O[C@@H]1CC2=CC[C@H]3[C@@H]4CC[C@H]([C@@H](CCCC(C(=O)O)C)C)[C@]4(CC[C@@H]3[C@]2(CC1)C)C 3β-hydroxycholest-5-en-26-oic acid